2-hydroxy-2-sulfinyl-acetic acid dipotassium salt [K+].[K+].OC(C(=O)[O-])=S=O.OC(C(=O)[O-])=S=O